(7S,8aS)-7-(3-([1,2,4]triazolo[1,5-a]pyridin-5-yl)propyl)-2-(5-(trifluoromethyl)pyridin-2-yl)hexahydropyrrolo[1,2-a]pyrazin-6(2H)-one N=1C=NN2C1C=CC=C2CCC[C@H]2C[C@@H]1N(CCN(C1)C1=NC=C(C=C1)C(F)(F)F)C2=O